FC1=C(C#N)C=CC(=C1)C1=C2C(=CN=C1C=1C=C3C=NN(C3=CC1)C)N(C=C2)CC2CNCCO2 2-fluoro-4-(5-(1-methyl-1H-indazol-5-yl)-1-(morpholin-2-ylmethyl)-1H-pyrrolo[2,3-c]pyridin-4-yl)benzonitrile